Cl.N[C@H](C(=O)N)CC1C(NC2=CC=CC=C12)=C=O (2S)-2-amino-3-(2-carbonyl-indolin-3-yl)propanamide hydrochloride